(S)-2-methyl-1-tetradecanol C[C@H](CO)CCCCCCCCCCCC